FC=1C=C2C(=C(C(NC2=CC1)=O)S(=O)(=O)C)C1=CC=CC=C1 6-fluoro-3-methanesulfonyl-4-phenyl-1,2-dihydroquinolin-2-one